2,5-dioxopyrrolidin-1-yl-1-azido-3,6,9,12-tetraoxapentadecan O=C1N(C(CC1)=O)C(COCCOCCOCCOCCC)N=[N+]=[N-]